Cl.CSC=1C=NC(=NC1)N[C@H]1C[C@@H](CC1)N |r| rac-(1R,3R)-N1-(5-(methylthio)pyrimidin-2-yl)cyclopentane-1,3-diamine hydrochloride